N-(4-(azetidin-1-yl)-1-cyclopropyl-3-hydroxy-4-oxobutan-2-yl)-3-((S)-2-isobutyramido-3,3-dimethylbutanoyl)-6,6-dimethyl-3-azabicyclo[3.1.0]hexane-2-carboxamide N1(CCC1)C(C(C(CC1CC1)NC(=O)C1C2C(C2CN1C([C@H](C(C)(C)C)NC(C(C)C)=O)=O)(C)C)O)=O